benzyl L-serinate N[C@@H](CO)C(=O)OCC1=CC=CC=C1